NC=1C=NN(C1)C1C2CN(C(C1)C2)C(=O)OC(C)(C)C Tert-butyl 5-(4-amino-1H-pyrazol-1-yl)-2-azabicyclo[2.2.1]heptane-2-carboxylate